[Au+3].S(=O)([O-])[O-].[Na+].[Au+3] gold-sodium sulfite gold